ClC1=CC=C(CNCCCCCCCC(=O)O)C=C1 8-[N-(4-chlorobenzyl)]aminocaprylic acid